3-(2-chloro-6-methyl-3-pyridinyl)-4-[4-[(3S)-1-(3-fluoropropyl)pyrrolidin-3-yl]oxyphenyl]-2H-thiochromen-7-ol ClC1=NC(=CC=C1C=1CSC2=CC(=CC=C2C1C1=CC=C(C=C1)O[C@@H]1CN(CC1)CCCF)O)C